BrC1=C2C=CN(C2=C(C=C1)C(=O)NC1CC2(CC(C2)C(=O)O)C1)CC1=CC=C(C=C1)C(C)(C)C (Ra)-6-(4-bromo-1-(4-(tert-butyl)benzyl)-1H-indole-7-carboxamido)spiro[3.3]heptane-2-carboxylic acid